O=C1N(CCC(N1)=O)C1=C2C=CN(C2=CC(=C1)C(=O)N(CC1CCNCC1)C)C(C)C 4-(2,4-dioxotetrahydropyrimidin-1(2H)-yl)-1-isopropyl-N-methyl-N-(piperidin-4-ylmethyl)-1H-indole-6-carboxamide